4-(5-(1-acryloylpyrrolidin-3-yl)pyrrolo[1,2-c]pyrimidin-7-yl)-N-(3-cyanophenyl)benzamide C(C=C)(=O)N1CC(CC1)C=1C=C(N2C=NC=CC21)C2=CC=C(C(=O)NC1=CC(=CC=C1)C#N)C=C2